1,1,1,3,3,3-hexafluoropropan-2-yl 4-(2-((1-(t-butoxy)-2-methyl-1-oxopropan-2-yl)oxy)-4-(trifluoromethyl)benzyl)piperazine-1-carboxylate C(C)(C)(C)OC(C(C)(C)OC1=C(CN2CCN(CC2)C(=O)OC(C(F)(F)F)C(F)(F)F)C=CC(=C1)C(F)(F)F)=O